1-methyl-3,3-dimethyl-2-indolinone CN1C(C(C2=CC=CC=C12)(C)C)=O